C(C1=CC=CC=C1)(=O)N1CC2(C1)CCC2 2-benzoyl-2-azaspiro[3.3]heptan